5-pentyl-4-amino-1,2,4-triazol-3-one C(CCCC)C=1N(C(NN1)=O)N